ClC[C@H](CC1(N(CCC1=C)C(=O)OC(C)(C)C)C(=O)OCC)O 1-(tert-butyl) 2-Ethyl 2-((S)-3-chloro-2-hydroxypropyl)-3-methylenepyrrolidine-1,2-dicarboxylate